C(C=C)(=O)N1CC(CC1)C=1N=C(N2C(=NC=CC21)N)C2=C(C=C(C(=O)NC1=NC=CC=C1)C=C2)Cl 4-(1-(1-acryloylpyrrolidin-3-yl)-5-aminoimidazo[1,5-c]pyrimidin-3-yl)-3-chloro-N-(pyridin-2-yl)benzamide